2-methyl-3-(para-isopropyl-phenyl)propionaldehyde CC(C=O)CC1=CC=C(C=C1)C(C)C